FC1(CC(C1)C=1C(=NC=C(N1)C=1C=NC(=NC1)OC)N(C([O-])=O)[C@@H]1CC[C@H](CC1)NC1=NC=C(C(=N1)C=1C=NC=C(C1)S(=O)(=O)C)C(F)(F)F)F 3,3-difluorocyclobutyl(trans-4-((4-(5-(methanesulfonyl)pyridin-3-yl)-5-(trifluoromethyl)pyrimidin-2-yl)amino)cyclohexyl)(5-(2-methoxypyrimidin-5-yl)pyrazin-2-yl)carbamate